4-(aminomethyl)-6-(5-(pyridin-4-yloxy)pyridin-3-yl)phthalazin-1(2H)-one NCC1=NNC(C2=CC=C(C=C12)C=1C=NC=C(C1)OC1=CC=NC=C1)=O